C(C1=CC=CC=C1)OC(=O)N1CC(CC1)OC(CCNC=1N=[N+](C2=C([N+]1[O-])C=CC(=C2)OC(F)(F)F)[O-])=O ((3-((1-(benzyloxycarbonyl)pyrrolidin-3-yl)oxy)-3-oxopropyl)amino)-7-trifluoromethoxy-benzo[e][1,2,4]triazine-1,4-dioxide